1-[bis(dimethylamino)methylen]-5-chlorobenzotriazolium 3-oxide hexafluorophosphate CN(C)C(=[N+](C)C)N1C2=C(C=C(C=C2)Cl)[N+](=N1)[O-].F[P-](F)(F)(F)(F)F